C(CC)(=O)OC(C)C(C(C)=NCCCCCCC)CC 3-ethyl-4-heptylimino-2-pentyl propionate